C1(CC1)C=1C=CC(=C(C(=O)[O-])C1F)O 5-cyclopropyl-6-fluoro-2-hydroxybenzoate